FC1=CC=C2C(=CNC(C2=C1F)=O)[C@@H](C)N(C(=O)C=1NC=2CCC(CC2C1)(F)F)C (R)-N-(1-(7,8-difluoro-1-oxo-1,2-dihydroisoquinolin-4-yl)ethyl)-5,5-difluoro-N-methyl-4,5,6,7-tetrahydro-1H-indole-2-carboxamide